2-oxo-5,5-dimethyl-1,3,2-dioxaphosphorin O=P1OCC(CO1)(C)C